OC(CN1C(C2=CC=3C(N(C(C3C=C2C1=O)=O)CCO)=O)=O)CO 2-(2,3-Dihydroxypropyl)-6-(2-hydroxyethyl)pyrrolo[3,4-f]isoindole-1,3,5,7(2H,6H)-tetraone